benzyl 6-(4,4,5,5-tetramethyl-1,3,2-dioxaborolan-2-yl)-3,4-dihydro-1H-isoquinoline-2-carboxylate CC1(OB(OC1(C)C)C=1C=C2CCN(CC2=CC1)C(=O)OCC1=CC=CC=C1)C